CC1=NN=C(C2=CC(=CC=C12)C1CCNCC1)N[C@H](C)C1=C(C(=CC=C1)C(F)(F)F)C (R)-4-methyl-N-(1-(2-methyl-3-(trifluoromethyl)phenyl)ethyl)-7-(piperidin-4-yl)phthalazin-1-amine